OC(C(=O)NCCOCCO)C(C(C(CO)O)O)O 2,3,4,5,6-pentahydroxy-N-[2-(2-hydroxyethoxy)ethyl]hexanamide